3-amino-N-(2-chlorophenyl)-6-(2,6-dimethylpyridin-4-yl)-5-(4-fluorophenyl)pyrazine-2-carboxamide NC=1C(=NC(=C(N1)C1=CC=C(C=C1)F)C1=CC(=NC(=C1)C)C)C(=O)NC1=C(C=CC=C1)Cl